C(CCCC)OC([C@@H](NP1(OC[C@@H](OC1)CN1C2=NC=NC(=C2N=C1)N)=O)CCC(=O)OCCCCC)=O ((5S)-5-((6-amino-9H-purin-9-yl)methyl)-2-oxo-1,4,2-dioxaphosphorinan-2-yl)-L-glutamic acid diamyl ester